3-((cyclobutylmethyl)amino)-5-iodo-4H-benzo[e][1,2,4]thiadiazine 1,1-dioxide C1(CCC1)CNC1=NS(C2=C(N1)C(=CC=C2)I)(=O)=O